ClCCC=C(C=CC)C 7-chloro-4-methylhepta-2,4-diene